sulfanylhexanol SC(CCCCC)O